(2-amino-2-oxoethyl)-19-(2-((1,2-dimethylhydrazino)methyl)-1H-indol-1-yl)-2,3-dimethyl-4,14,17-trioxo-7,10-dioxa-3,13,16-triaza-nonadecane-1-oic acid NC(CC(C(=O)O)(N(C(CCOCCOCCNC(CNC(CCN1C(=CC2=CC=CC=C12)CN(NC)C)=O)=O)=O)C)C)=O